(±)-1,2-dihydroxybutane OC[C@@H](CC)O |r|